3-(2-((4-(6-((4-chloro-2-fluorobenzyl)oxy)pyridin-2-yl)piperidin-1-yl)methyl)-1-(oxetan-2-ylmethyl)-1H-imidazol-5-yl)-2-methylacrylic acid ClC1=CC(=C(COC2=CC=CC(=N2)C2CCN(CC2)CC=2N(C(=CN2)C=C(C(=O)O)C)CC2OCC2)C=C1)F